NCCC(O)C1=CC(=C(C=C1)Cl)F 3-amino-1-(4-chloro-3-fluoro-phenyl)propan-1-ol